COCC(C)OCC(C)N 1-((1-methoxypropan-2-yl)oxy)-propan-2-amine